OCCN1CC(C1)N1C(N(C2=C1C=CC(=C2)C=2C=CC(=C(C(=O)N)C2)C)C)=O 5-(1-(1-(2-hydroxyethyl)azetidin-3-yl)-3-methyl-2-oxo-2,3-dihydro-1H-benzo[d]imidazol-5-yl)-2-methylbenzamide